6-chloro-3-(5-methoxy-1-[[2-(trimethylsilyl)ethoxy]methyl]imidazo[4,5-b]pyridin-6-yl)-1-[[2-(trimethylsilyl)ethoxy]methyl]pyrrolo[2,3-b]pyridine ClC1=CC=C2C(=N1)N(C=C2C=2C=C1C(=NC2OC)N=CN1COCC[Si](C)(C)C)COCC[Si](C)(C)C